C(C)(=O)NCC(=O)N[C@H](CCC(=O)O)C(=O)O N-acetylglycyl-D-glutamic acid